(5-(7-Chloro-6-fluoro-1-(4-fluoro-2-methylphenyl)-4-oxo-1,4-dihydroquinazolin-3(2H)-yl)-6-methyl-2-oxopyridin-1(2H)-yl)methyl dihydrogen phosphate P(=O)(OCN1C(C=CC(=C1C)N1CN(C2=CC(=C(C=C2C1=O)F)Cl)C1=C(C=C(C=C1)F)C)=O)(O)O